C(=O)(O)C(CC1=CC=C(C=C1)OCCOCCOCC)N1CCN(CCN(CCN(CC1)CC(=O)O)C(C(=O)O)CC)CC(=O)O 2-[7-(1-carboxy-2-{4-[2-(2-ethoxyethoxy)ethoxy]phenyl}ethyl)-4,10-bis(carboxymethyl)-1,4,7,10-tetraazacyclododec-1-yl]butanoic acid